(4-(quinolin-4-yl)phenoxy)-1H-1,2,3-triazole-4-carboxylic acid N1=CC=C(C2=CC=CC=C12)C1=CC=C(ON2N=NC(=C2)C(=O)O)C=C1